C(C)(C)(C)OC(NS(=O)(=O)C1=CC(=C(C=C1)NC1=NC=C(C=N1)C1CC(C1)COCC1=CC=CC=C1)F)=O.FC(C(C(C(C(C(C(C(C(C(F)(F)F)(F)F)(F)F)(F)F)(F)F)(F)F)(F)F)(F)F)(F)F)(F)F perfluorodecane tert-butyl-((4-((5-(3-((benzyloxy)methyl)cyclobutyl)pyrimidin-2-yl)amino)-3-fluorophenyl)sulfonyl)carbamate